(1R,2S)-2-{3-[(5-chloro-2-cyclopropylpyrimidin-4-yl)amino]-1H-indazol-6-yl}-5'-methoxy-1'H-spiro[cyclopropane-1,3'-indol]-2'-one ClC=1C(=NC(=NC1)C1CC1)NC1=NNC2=CC(=CC=C12)[C@@H]1C[C@@]12C(NC1=CC=C(C=C21)OC)=O